2-(4-cyclopropyl-6-methoxypyrimidin-5-yl)-6-(1-isopropyl-1H-pyrazol-3-yl)-7-(4-(1-isopropyl-4-(trifluoromethyl)-1H-imidazol-2-yl)benzyl)-7H-pyrrolo[2,3-d]pyrimidine C1(CC1)C1=NC=NC(=C1C=1N=CC2=C(N1)N(C(=C2)C2=NN(C=C2)C(C)C)CC2=CC=C(C=C2)C=2N(C=C(N2)C(F)(F)F)C(C)C)OC